acetic acid, ethenyl ester C(C)(=O)OC=C